N1(CCC1)C1=CC2=C(C=C(O2)C(=O)NS(=O)(=O)C2=C(C=CC(=C2)C2CC2)OC)C(=C1)F 6-(Azetidin-1-yl)-N-[(5-cyclopropyl-2-methoxyphenyl)sulfonyl]-4-fluorobenzofuran-2-carboxamide